2-((3-chloro-4-fluorophenyl)(3,3-difluorocyclobutoxy)methyl)-5-methyl-4-(methylsulfonyl)-1H-imidazole ClC=1C=C(C=CC1F)C(C=1NC(=C(N1)S(=O)(=O)C)C)OC1CC(C1)(F)F